C(C)(C)(C)OC(CN1C(O[C@@]2(C1=O)CCC1=CC(=CC(=C12)F)NC(=O)NC)=O)=O (S)-2-(7-fluoro-5-(3-methylureido)-2',4'-dioxo-2,3-dihydrospiro[indene-1,5'-oxazolidine]-3'-yl)acetic acid t-butyl ester